ClC=1C=C2C(N[C@@H](COC3=CC=CC=C3C=3C(=CC(=C(NS(C(C1OC)=C2)(=O)=O)C3)F)F)C)=O (10R)-15-chloro-21,23-difluoro-16-methoxy-10-methyl-18,18-dioxo-8-oxa-18λ6-thia-11,19-diazatetracyclo[18.3.1.113,17.02,7]pentacosa-1(24),2,4,6,13,15,17(25),20,22-nonaen-12-one